ClC1=C(C(=O)O)C=C(C=N1)C(F)(F)F 2-chloro-5-(trifluoromethyl)nicotinic acid